6-(2-hydroxypropan-2-yl)isoindolin-1-one OC(C)(C)C1=CC=C2CNC(C2=C1)=O